C(CCC)[Sn](CCCCCCCC)(CCCCCCCC)CCCC dibutyl-dioctyltin